BrCC(=O)NC1=C(C(=O)OC)C=CC=C1NC(CBr)=O methyl 2,3-bis(2-bromoacetamido)benzoate